OC(C(=O)[O-])(CCCC=C)O (3R,5S)-dihydroxy-(E)-6-heptenoate